tert-butyl 4-(5-ethynyl-4-formyl-pyrazol-1-yl)piperidine-1-carboxylate C(#C)C1=C(C=NN1C1CCN(CC1)C(=O)OC(C)(C)C)C=O